O=C1N(C(CC1)=O)OC(CCOCCOCCOCCOCCNC(OCC1C2=CC=CC=C2C=2C=CC=CC12)=O)=O 9H-fluoren-9-ylmethyl {15-[(2,5-dioxopyrrolidin-1-yl)oxy]-15-oxo-3,6,9,12-tetraoxapentadec-1-yl}carbamate